1H-pyrrole-1,2-dicarboxylic acid 1-tert-butyl ester 2-methyl ester COC(=O)C=1N(C=CC1)C(=O)OC(C)(C)C